(2R)-2-{3-[5-Cyclopropyl-3-(trifluoromethyl)isoxazol-4-yl]-1,2,4-oxadiazol-5-yl}-1,1-difluoro-6-azaspiro[2.5]octan-6-sulfonamid C1(CC1)C1=C(C(=NO1)C(F)(F)F)C1=NOC(=N1)[C@@H]1C(C12CCN(CC2)S(=O)(=O)N)(F)F